F[C@@H]1[C@H](C1)C1=CC(=NO1)C(=O)OC Methyl 5-((1R,2S)-2-fluorocyclopropyl)isoxazole-3-carboxylate